C1(C=CC(N1C1=CC=C(OC=2C=C(C=CC2)S(=O)(=O)C2=CC(=CC=C2)OC2=CC=C(C=C2)N2C(C=CC2=O)=O)C=C1)=O)=O bis[3-(4-maleimidophenoxy) phenyl] sulfone